FC=1C=C2C(=NC(N(C2=CC1)C)=O)N1CCOCC2=C1C=CC=C2C#CC2(CC2)C(F)(F)F 6-fluoro-1-methyl-4-(6-((1-(trifluoromethyl)cyclopropyl)ethynyl)-2,3-dihydrobenzo[e][1,4]oxazepin-1(5H)-yl)quinazolin-2(1H)-one